(4-(1H-pyrazol-1-yl)piperidin-1-yl)(6-(benzo[d][1,2,3]thiadiazol-6-ylmethoxy)-4-(piperidine-1-carbonyl)quinolin-2-yl)methanone N1(N=CC=C1)C1CCN(CC1)C(=O)C1=NC2=CC=C(C=C2C(=C1)C(=O)N1CCCCC1)OCC1=CC2=C(N=NS2)C=C1